1,3,4-trimethylcyclopentadienyl-dimethylsilane Ammonium chloride [Cl-].[NH4+].CC1(C=C(C(=C1)C)C)[SiH](C)C